7-phenylimidazo[1,5-a]quinoxalin-4(5H)-one C1(=CC=CC=C1)C=1C=C2NC(C=3N(C2=CC1)C=NC3)=O